Benzyl (S)-2-methyl-3-oxoazetidine-1-carboxylate C[C@@H]1N(CC1=O)C(=O)OCC1=CC=CC=C1